N[C@H]1CS(C2=C(N(C1=O)CC1=CC=C(C=C1)Cl)C=C(C(=C2)F)C=2OC(=NN2)C2=NOC(=N2)C)(=O)=O (3R)-3-amino-5-[(4-chlorophenyl)methyl]-8-fluoro-7-[5-(5-methyl-1,2,4-oxadiazol-3-yl)-1,3,4-oxadiazol-2-yl]-1,1-dioxo-2,3-dihydro-1lambda6,5-benzothiazepin-4-one